C(C)(C)(C)C1=NC=CC(=N1)C1CC2(C1)CCN(CC2)C(=O)C2CC1(C2)NC(OC1)=O (2s,4s)-2-(2-(2-(tert-butyl)pyrimidin-4-yl)-7-azaspiro[3.5]nonane-7-carbonyl)-7-oxa-5-azaspiro[3.4]octan-6-one